CC(CCOC=C(C)C1=CC2=CC=CC=C2C=C1)CCC=C(C)C 2-(1-((3,7-dimethyloct-6-en-1-yl)oxy)prop-1-en-2-yl)naphthalene